COC1=CC=C(C=C1)N1S(C(CC1)COS(=O)(=O)C1=CC=C(C=C1)C)(=O)=O.C(CCC)[Si](N(C)C)(C)C Butyldimethyl-(dimethylamino)silane (2-(4-methoxyphenyl)-1,1-dioxidoisothiazolidin-5-yl)methyl-4-methylbenzenesulfonate